[F-].C(C)(C)PC(C)C.C(C)(C)PC(C)C.C(C)(C)PC(C)C.[Pd+2].[F-] palladium tris(diisopropylphosphine) fluoride